C1(CC1)C1=NN(C(=C1)N1C(C(=NC(=C1)C1=C2C=CNC2=CC=C1)N1[C@@H](COCC1)C)=O)C (R)-1-(3-cyclopropyl-1-methyl-1H-pyrazol-5-yl)-5-(1H-indol-4-yl)-3-(3-methylmorpholino)pyrazin-2(1H)-one